5-(benzylamino)-2-(2-furyl)pyrazolo[1,5-a]pyrimidine-3-carboxamide C(C1=CC=CC=C1)NC1=NC=2N(C=C1)N=C(C2C(=O)N)C=2OC=CC2